(3R,4R)-7-methoxy-N-(3-(4-methylpiperazin-1-yl)phenyl)-1-oxo-2-(pyridin-4-ylmethyl)-3-(4-(trifluoromethyl)phenyl)-1,2,3,4-tetrahydroisoquinoline-4-carboxamide COC1=CC=C2[C@H]([C@@H](N(C(C2=C1)=O)CC1=CC=NC=C1)C1=CC=C(C=C1)C(F)(F)F)C(=O)NC1=CC(=CC=C1)N1CCN(CC1)C